(diisopropylamino)(methyl)phosphine C(C)(C)N(C(C)C)PC